N1-[2-(dimethylamino)ethyl]-N4-{5-[3-(1,3-dioxolan-2-yl)-4-[(4-methoxyphenyl)methoxy]-5-(1-methylindol-3-yl)phenyl]pyrimidin-2-yl}-3-methoxy-N1-methylbenzene-1,4-diamine CN(CCN(C1=CC(=C(C=C1)NC1=NC=C(C=N1)C1=CC(=C(C(=C1)C1=CN(C2=CC=CC=C12)C)OCC1=CC=C(C=C1)OC)C1OCCO1)OC)C)C